C1(C=CC(N1CCOCCOCCN1C(C=CC1=O)=O)=O)=O 1,2-bis(maleimidoethoxy)ethane